BrC1=CC=C(C(=N1)COC)N 6-bromo-2-(methoxymethyl)pyridin-3-amine